5-[4-Amino-2-(N-(2-amino-1-methyl-2-oxoethyl)-4-fluoroanilino)thiazol-5-carbonyl]-N-(3,3-dimethylcyclopentyl)isoxazol-3-carboxamid NC=1N=C(SC1C(=O)C1=CC(=NO1)C(=O)NC1CC(CC1)(C)C)N(C1=CC=C(C=C1)F)C(C(=O)N)C